CC=1C(=CC=2NC3=CC(=CC=C3C2C1C)Cl)C1=C(C=C(C=C1)Cl)N 3,4-dimethyl-7-chloro-2-(2'-amino-4'-chlorophenyl)-9H-carbazole